C(=O)OC1=C(C=CC(=C1)N1C=CC2=NC(=CC=C21)C)C2=CN=C(N=N2)N2C[C@@H](NCC2)C(C)C 5-(5-methyl-1H-pyrrolo[3,2-b]pyridin-1-yl)-2-{3-[(3S)-3-(propan-2-yl)piperazin-1-yl]-1,2,4-triazin-6-yl}phenol formate